(R)-3-(5-(difluoromethoxy)-4-((6-oxo-5-(trifluoromethyl)-1,6-dihydropyridazin-4-yl)amino)pentyl)-7-(5-(difluoromethyl)pyrimidin-2-yl)-6-fluoroquinazolin-4(3H)-one FC(OC[C@@H](CCCN1C=NC2=CC(=C(C=C2C1=O)F)C1=NC=C(C=N1)C(F)F)NC=1C=NNC(C1C(F)(F)F)=O)F